4-methoxycyclohexanecarbohydrazide COC1CCC(CC1)C(=O)NN